(R)-3-cyclopropyl-5-(8-ethynyl-6-(2-fluorophenyl)-4-methyl-4H-benzo[f]imidazo[1,5-a][1,4]diazepin-3-yl)-1,2,4-oxadiazole C1(CC1)C1=NOC(=N1)C=1N=CN2C1[C@H](N=C(C1=C2C=CC(=C1)C#C)C1=C(C=CC=C1)F)C